10-bromopyrido[3',4':4,5]pyrimido[1,2-a]indol-5(11H)-one BrC=1C=2CC=3N(C2C=CC1)C(C1=C(N3)C=NC=C1)=O